NC1=CC=C(C(=N1)C1=C(C=C2C(=NC(=NC2=C1F)OC[C@]12CCCN2C[C@@H](C1)F)O)Cl)C 7-(6-amino-3-methylpyridin-2-yl)-6-chloro-8-fluoro-2-(((2R,7aS)-2-fluorotetrahydro-1H-pyrrolizin-7a(5H)-yl)methoxy)quinazolin-4-ol